4-methylbenzoic acid [(2r,3s)-4,4-dideutero-2-ethynyl-2-(hydroxymethyl)-5-oxo-tetrahydrofuran-3-yl] ester [2H]C1([C@@H]([C@](OC1=O)(CO)C#C)OC(C1=CC=C(C=C1)C)=O)[2H]